N-(N-ethylureido)propyl-methacrylamide C(C)N(C(=O)N)CCCNC(C(=C)C)=O